4-chloro-3-fluoro-6-methoxy-5-(prop-1-yn-1-yl)benzonitrile ClC1=C(C=C(C#N)C(=C1C#CC)OC)F